OCC(C(NCC(NCC1C(O1)C(=O)OC)=O)=O)NC(C(NC(OC(C)(C)C)=O)CCC1=CC=C(C=C1)O)=O methyl 3-(7-(hydroxymethyl)-10-(4-hydroxyphenethyl)-14,14-dimethyl-3,6,9,12-tetraoxo-13-oxa-2,5,8,11-tetraazapentadecyl)oxirane-2-carboxylate